tert-butyl (S)-3-((R)-(2-fluoro-3-((E)-pyrrolidin-1-yldiazenyl)phenyl)(hydroxy)methyl)-1-methyl-2-azabicyclo[2.1.1]hexane-2-carboxylate FC1=C(C=CC=C1\N=N\N1CCCC1)[C@H]([C@H]1N(C2(CC1C2)C)C(=O)OC(C)(C)C)O